C(C)OC1=C(C(=CC=C1C1CCN(CC1)CC)N)N 3-ethoxy-4-(1-ethylpiperidin-4-yl)benzene-1,2-diamine